O1CCC(CC1)CC1=C(C(=C(C=C1)S(=O)(=O)C1=CC=C(C(=O)N)C=C1)N)C(F)(F)F 4-[(tetrahydro-2H-pyran-4-ylmethyl(amino)-3-(trifluoromethyl)phenyl)sulfonyl]benzamide